ClC1=C(C(=O)N2CCN(CC2)C(=O)C2CN(C2)C(C[N+](C)(C)C)=O)C=CC(=C1)NC(=O)C=1N(C(=CN1)C1=C(C(=C(C=C1)OC)F)F)C [2-[3-[4-[2-chloro-4-[[5-(2,3-difluoro-4-methoxy-phenyl)-1-methyl-imidazole-2-carbonyl]amino]benzoyl]piperazine-1-carbonyl]azetidin-1-yl]-2-oxo-ethyl]-trimethyl-ammonium